(3Z,13E)-3,13-octadecadienyloxyheptyloxymethyl ether C(C\C=C/CCCCCCCC\C=C\CCCC)OCCCCCCCOCOCOCCCCCCCOCC\C=C/CCCCCCCC\C=C\CCCC